3-azabicyclo[3.1.0]hexane-6-carboxylic acid C12CNCC2C1C(=O)O